FC1(C2C3C4C=CC(C3C(C1F)C2)C4)F 8,8,9-trifluoro-tetracyclo[4.4.0.12,5.17,10]-3-dodecene